(2S,4S)-N-[2-[[4-[[3-[4-(cyanomethoxy)-2,3-difluorophenyl]imidazo[1,2-a]pyrazin-8-yl]amino]-2-methylbenzoyl]amino]ethyl]-4-ethyl-4-hydroxypyrrolidine-2-carboxamide C(#N)COC1=C(C(=C(C=C1)C1=CN=C2N1C=CN=C2NC2=CC(=C(C(=O)NCCNC(=O)[C@H]1NC[C@](C1)(O)CC)C=C2)C)F)F